2-(9,9-diphenyl-9H-fluoren-2-yl)-4,4,5,5-tetramethyl-1,3,2-dioxaborolan C1(=CC=CC=C1)C1(C2=CC=CC=C2C=2C=CC(=CC12)B1OC(C(O1)(C)C)(C)C)C1=CC=CC=C1